C(C)(=O)N1CC2=C(C=C(C=C2CC1)C=1C=C2C(=NC1)NC=C2C(C)C)[C@H]2N(CCOC2)C(=O)OC(C)(C)C tert-butyl (R)-3-(2-acetyl-6-(3-isopropyl-1H-pyrrolo[2,3-b]pyridin-5-yl)-1,2,3,4-tetrahydroisoquinolin-8-yl)morpholine-4-carboxylate